C1(CCCCC1)N1N=NC2=C1C=CC(=C2)C2=NC(=NO2)C2=CC(=CC=C2)C 1-cyclohexyl-5-[3-(3-methylphenyl)-1,2,4-oxadiazol-5-yl]-1H-1,2,3-benzotriazole